ClC1=CC(=C(CNC(=O)[C@]2(C=3C=CC=NC3[C@@](CC2)(CO)O)F)C(=C1)F)F (5S,8S)-N-(4-chloro-2,6-difluorobenzyl)-5-fluoro-8-hydroxy-8-(hydroxymethyl)-5,6,7,8-tetrahydroquinoline-5-carboxamide